methyl 3-(5-(5-(2-bromophenyl)-1,2,4-oxadiazol-3-yl)-1H-benzo[d][1,2,3]triazol-1-yl)propanoate BrC1=C(C=CC=C1)C1=NC(=NO1)C1=CC2=C(N(N=N2)CCC(=O)OC)C=C1